3-oxa-7,9-diazabicyclo[3.3.1]Nonane dihydrochloride Cl.Cl.C12COCC(CNC1)N2